ClC=1C=C(C=NC1)C1=NC(=C2N=CN(C2=N1)[C@H]1[C@@H]([C@@H]([C@H](O1)C(=O)NC([2H])([2H])[2H])O)O)NCC (2s,3s,4r,5r)-5-(2-(5-chloropyridin-3-yl)-6-(ethylamino)-9H-purin-9-yl)-3,4-dihydroxy-N-(methyl-d3)-tetrahydrofuran-2-carboxamide